FC(S(=O)(=O)OC1=C(C=C(C=C1)C#N)C=1N=NC=CC1C)(F)F [4-cyano-2-(4-methylpyridazin-3-yl)phenyl] trifluoromethanesulfonate